6-methyl-5H-[1,3]dioxolo[4',5':5,6]indeno[1,2-c]isoquinoline-5,1(6H)-dione CN1C(C2=CC=CC(C2=C2C1=C1C=C3C(=CC1=C2)OCO3)=O)=O